C(C)(=O)OCCF 2-fluoroethyl acetate